ClC1=C(C=C2CCN(CC2=C1)C(=O)OC(C)(C)C)CC(=O)OC tert-butyl 7-chloro-6-(2-methoxy-2-oxoethyl)-3,4-dihydro-1H-isoquinoline-2-carboxylate